((2R,5S)-5-(aminomethyl)tetrahydrofuran-2-yl)((S)-1-(4-fluorophenyl)-3,4-dihydroisoquinolin-2(1H)-yl)methanone NC[C@@H]1CC[C@@H](O1)C(=O)N1[C@H](C2=CC=CC=C2CC1)C1=CC=C(C=C1)F